C(C)N1N=C2CNCCC2=C1C1=CC=CC=C1 2-ethyl-3-phenyl-4,5,6,7-tetrahydro-2H-pyrazolo[3,4-c]pyridine